C(C)(C)(C)OC(=O)N(C(=O)OC(C)(C)C)CC1=CC(=C2C(=N1)C(=CS2)C(=O)OC(C)(C)C)Br tert-butyl 5-[[bis(tert-butoxycarbonyl)amino]methyl]-7-bromo-thieno[3,2-b]pyridine-3-carboxylate